3-(5-(7-((7-oxa-2-azaspiro[3.5]non-2-yl)methyl)-3-(isopropylamino)-1H-pyrazolo[4,3-b]pyridin-5-yl)-4-fluoro-1-oxoisoindolin-2-yl)piperidine-2,6-dione C1N(CC12CCOCC2)CC2=C1C(=NC(=C2)C=2C(=C3CN(C(C3=CC2)=O)C2C(NC(CC2)=O)=O)F)C(=NN1)NC(C)C